[NH4+].[N+](=O)([O-])C=1C(=NNN1)C=1N(C(=NN1)N)N 5-(5-nitro-2H-1,2,3-triazol-4-yl)-4H-1,2,4-triazol-3,4-diamine ammonium salt